[Sr].[Na].[Bi].FC1=C(N)C=C(C=C1)SC=1C(=NC=CC1)C(F)(F)F 2-Fluoro-5-((2-(trifluoromethyl)pyridin-3-yl)thio)aniline bismuth sodium strontium